C[SiH](OCC(C)O[SiH](C)C)C 1,2-bis(dimethylsiloxy)propane